5-benzyl-7(S)-tert-butylcarbonylamino-5-azaspiro[2.4]heptane C(C1=CC=CC=C1)N1CC2(CC2)[C@@H](C1)NC(=O)C(C)(C)C